(1-methyl-1H-pyrazol-4-yl)-N4-(piperidin-4-yl)-N2-(1,2,3,4-tetrahydroisoquinolin-7-yl)pyrimidine-2,4-diamine CN1N=CC(=C1)C=1C(=NC(=NC1)NC1=CC=C2CCNCC2=C1)NC1CCNCC1